hydroxyphenylpropanecarboxylic acid OC(CC)(C(=O)O)C1=CC=CC=C1